CC1=CN(C2=CN=CC(=C21)C=2C=C1CCN(CC1=CC2)CCCCCCCC(=O)OCC)S(=O)(=O)C2=CC=C(C)C=C2 ethyl 8-(6-(3-methyl-1-tosyl-1H-pyrrolo[2,3-c]pyridin-4-yl)-3,4-dihydroisoquinolin-2(1H)-yl)octanoate